N-(2-hydroxyethyl)-1-phenyl-1H-pyrazole-3-carboxamide OCCNC(=O)C1=NN(C=C1)C1=CC=CC=C1